5-chloro-1-(hydroxymethyl)-4-oxo-3,4-dihydropyridine ClC=1C(CCN(C1)CO)=O